C(C)(C)(C)OC(NC(CO)C(C)C)=O.OC1=C(C=C(C=C1)C#C[Si](C)(C)C)NC(=O)N1CCOCC1 N-[2-hydroxy-5-(2-trimethylsilylethynyl)phenyl]morpholine-4-carboxamide tert-butyl-1-hydroxy-3-methylbutan-2-ylcarbamate